C(C)(C)(C)OC(=O)NC(CCC)N N-tert-butyloxycarbonyl-butanediamine